4-bromo-1,3,5-trimethylpyrazole BrC=1C(=NN(C1C)C)C